3-[6-(3-methoxy-4-methyl-phenoxy)-3-pyridyl]-6-methyl-1H-imidazo[4,5-b]pyridin COC=1C=C(OC2=CC=C(C=N2)N2CNC=3C2=NC=C(C3)C)C=CC1C